methyl 5-(tetrahydro-2H-pyran-4-yl)picolinate O1CCC(CC1)C=1C=CC(=NC1)C(=O)OC